CN(C1=CC=C(C=C1)O)C=1NC=C(N1)C1=CC=C(C=C1)C 2-(N-methyl-N-(4-hydroxyphenyl)amino)-4-(4-methylphenyl)imidazole